N-(2-(1-((2-(2,4-dioxotetrahydropyrimidin-1(2H)-yl)-1-oxoisoindolin-5-yl)methyl)piperidin-4-yl)-6-methoxy-2H-indazol-5-yl)-6-(trifluoromethyl)pyridine O=C1N(CCC(N1)=O)N1C(C2=CC=C(C=C2C1)CN1CCC(CC1)N1N=C2C=C(C(=CC2=C1)N1CC=CC=C1C(F)(F)F)OC)=O